Ethyl (S)-3-((R)-2-((methylsulfonyl)oxy)pent-4-enamido)-3-(4,4',5-trifluoro-2'-(hex-5-en-1-yl)-6'-methyl-[1,1'-biphenyl]-3-yl)propanoate CS(=O)(=O)O[C@@H](C(=O)N[C@@H](CC(=O)OCC)C=1C=C(C=C(C1F)F)C1=C(C=C(C=C1C)F)CCCCC=C)CC=C